1,3,5-tris(4-tert-butyl-5-ethyl-3-hydroxy-2-methylbenzyl)-1,3,5-triazine C(C)(C)(C)C1=C(C(=C(CN2CN(CN(C2)CC2=C(C(=C(C(=C2)CC)C(C)(C)C)O)C)CC2=C(C(=C(C(=C2)CC)C(C)(C)C)O)C)C=C1CC)C)O